4-((1s,4s)-4-aminocyclohexyl)-N2-(3-acetylphenyl)-5-(1-methyl-1H-pyrazol-4-yl)pyrimidine-2,4-diamine NC1CCC(CC1)C1(NC(=NC=C1C=1C=NN(C1)C)NC1=CC(=CC=C1)C(C)=O)N